alpha-hydroxybenzyl-phosphinic acid OC(C1=CC=CC=C1)P(O)=O